4-bromo-N-(2-nitrophenyl)butanamide BrCCCC(=O)NC1=C(C=CC=C1)[N+](=O)[O-]